(R)-4-(4-((4-amino-4'-chloro-[1,1'-biphenyl]-2-yl)methyl)piperazin-1-yl)-N-((4-((4-(dimethylamino)-1-(phenylthio)butan-2-yl)amino)-3-nitrophenyl)sulfonyl)benzamide NC1=CC(=C(C=C1)C1=CC=C(C=C1)Cl)CN1CCN(CC1)C1=CC=C(C(=O)NS(=O)(=O)C2=CC(=C(C=C2)N[C@@H](CSC2=CC=CC=C2)CCN(C)C)[N+](=O)[O-])C=C1